2-(4-Fluorophenyl)-4-methoxy-3-(pyridin-4-YL)-1H-pyrrolo[2,3-B]pyridin-6-amine FC1=CC=C(C=C1)C1=C(C=2C(=NC(=CC2OC)N)N1)C1=CC=NC=C1